4-triethoxysilyltetracyclo[6.2.1.13,6.02,7]dodec-9-ene C(C)O[Si](C1C2C3C4C=CC(C3C(C1)C2)C4)(OCC)OCC